tert-Butyl (5-(7-fluoro-4-oxo-3,4-dihydrophthalazin-1-yl)-1H-benzimidazol-2-yl)carbamate FC1=CC=C2C(NN=C(C2=C1)C1=CC2=C(NC(=N2)NC(OC(C)(C)C)=O)C=C1)=O